O=C1N(CC2=CC=C(C=C12)C1=CC=CC=C1)CC(=O)N1CC2(OCCO2)C[C@H]1C(=O)O (8S)-7-[2-(1-oxo-6-phenyl-isoindolin-2-yl)acetyl]-1,4-dioxa-7-azaspiro[4.4]nonane-8-carboxylic acid